2-[2-(N-methyl-N-ethyl-amino)ethoxy]-N-butyl-acetamide CN(CC)CCOCC(=O)NCCCC